tert-butyl (2R,4S)-2-(((S)-1-(((6-amino-2-methylpyridin-3-yl) methyl) amino)-1-oxopropan-2-yl) carbamoyl)-4-benzylpyrrolidine-1-carboxylate NC1=CC=C(C(=N1)C)CNC([C@H](C)NC(=O)[C@@H]1N(C[C@H](C1)CC1=CC=CC=C1)C(=O)OC(C)(C)C)=O